4-chloro-5-iodo-7-methyl-6-(4-nitro-phenyl)-7H-pyrrolo[2,3-d]Pyrimidine ClC=1C2=C(N=CN1)N(C(=C2I)C2=CC=C(C=C2)[N+](=O)[O-])C